racemic-trans-1-methyl-N-(1-(1-(1-methyl-6-oxo-1,6-dihydropyridin-3-yl)-1H-indazol-5-yl)-5-oxo-2-phenylpyrrolidin-3-yl)cyclopropanecarboxamide CC1(CC1)C(=O)N[C@H]1[C@@H](N(C(C1)=O)C=1C=C2C=NN(C2=CC1)C1=CN(C(C=C1)=O)C)C1=CC=CC=C1 |r|